2-(2-bromo-5-chlorophenyl)-5-(4-(tert-butyl)phenyl)-1,3,4-oxadiazole BrC1=C(C=C(C=C1)Cl)C=1OC(=NN1)C1=CC=C(C=C1)C(C)(C)C